Bis-(4-hydroxyphenyl)-cyclohexylmethan OC1=CC=C(C=C1)C(C1CCCCC1)C1=CC=C(C=C1)O